[(2R,3S,4R,5R)-5-[2-chloro-4-(cyclopentyl-amino)pyrrolo[2,3-d]-pyrimidin-7-yl]-3,4-dihydroxy-tetrahydro-furan-2-yl]methoxy-methyl-(isopropoxy-carbonyloxymethoxy)-phosphinic acid ClC=1N=C(C2=C(N1)N(C=C2)[C@H]2[C@@H]([C@@H]([C@H](O2)COCP(O)(=O)OCOC(=O)OC(C)C)O)O)NC2CCCC2